methyl 3-(3-(7-((2-hydroxyethyl)sulfonyl)-5,5-dimethyl-2-(2-methylhydrazine-1-carbonyl)heptan-2-yl-1,1,1-d3)phenyl)-2-methylpropanoate OCCS(=O)(=O)CCC(CCC(C([2H])([2H])[2H])(C(=O)NNC)C=1C=C(C=CC1)CC(C(=O)OC)C)(C)C